5-(benzyloxy)-1-ethyl-4-iodo-1H-pyrazole C(C1=CC=CC=C1)OC1=C(C=NN1CC)I